[Si](C)(C)(C(C)(C)C)OCC1=NN(C(=C1)N)C1COC1 3-(((tert-butyldimethylsilyl)oxy)methyl)-1-(oxetan-3-yl)-1H-pyrazol-5-amine